NCC=1C(=NC(=NC1)C1=CC(=C(C=C1)Cl)C(F)(F)F)N 5-(aminomethyl)-2-[4-chloro-3-(trifluoromethyl)phenyl]pyrimidin-4-amine